C(C)(C)(C)C1=CC=CC=C1C(=O)OO.C1=CC=CC=C1C(=O)OOC(C)(C)C t-butyl perbenzoate (tert-butyl perbenzoate)